1-cyclopropyl-methylpiperazine C1(CC1)N1C(CNCC1)C